ClC=1C=C2C=C(N(C2=CC1)C)C(=O)N1CCC(CC1)C(=O)C=1OC(=NN1)C1=NC=CC=C1OC (5-Chloro-1-methyl-1H-indol-2-yl)(4-(5-(3-methoxypyridin-2-yl)-1,3,4-oxadiazol-2-carbonyl)piperidin-1-yl)methanone